(S)-2-(3-(1-fluoro-1-(4-methyl-4H-1,2,4-triazol-3-yl)propyl)phenyl)-6-(((1-methylcyclobutyl)amino)methyl)-4-(trifluoromethyl)isoindolin-1-one F[C@](CC)(C1=NN=CN1C)C=1C=C(C=CC1)N1C(C2=CC(=CC(=C2C1)C(F)(F)F)CNC1(CCC1)C)=O